1-(5-bromo-4-pentyl-1,2,4-triazol-3-yl)-4-[2-oxo-2-(N-phenylanilino)ethyl]piperidine-4-carboxylic acid BrC=1N(C(=NN1)N1CCC(CC1)(C(=O)O)CC(N(C1=CC=CC=C1)C1=CC=CC=C1)=O)CCCCC